Trans-4-[(4-[(5-methyl-1H-pyrazol-3-yl)amino]-6-[(3R)-oxopent-3-yloxy]pyrimidin-2-yl)amino]adamantan-1-ol CC1=CC(=NN1)NC1=NC(=NC(=C1)O[C@H](CC)CC=O)NC1C2CC3(CC(CC1C3)C2)O